NC1CN(C1)C1=C(C=C(C=C1)NC1=NC=2N(C(=C1)NC1CC1)N=CC2C#N)CS(=O)(=O)C 5-((4-(3-Aminoazetidin-1-yl)-3-((methylsulfonyl)methyl)phenyl)amino)-7-(cyclopropylamino)pyrazolo[1,5-a]pyrimidin-3-carbonitril